COC(C1CCC(CC1)OC1CCN(CC1)C1=CC=CC2=C1NC(N2)=O)OC 7-[4-[4-(dimethoxymethyl)cyclohexoxy]-1-piperidyl]-1H-benzimidazol-2-one